(E)-3-(3-Hydroxy-4-methoxyphenyl)-1-[4-(trifluoromethoxy)phenyl]prop-2-en-1-one OC=1C=C(C=CC1OC)/C=C/C(=O)C1=CC=C(C=C1)OC(F)(F)F